1-phenyl-2-propen C1(=CC=CC=C1)CC=C